pentaerythritol tetrakis[methyl-β-(3,5-di-tert-butyl-4-hydroxyphenyl) propionate] CC(C(=O)OCC(COC(C(CC1=CC(=C(C(=C1)C(C)(C)C)O)C(C)(C)C)C)=O)(COC(C(CC1=CC(=C(C(=C1)C(C)(C)C)O)C(C)(C)C)C)=O)COC(C(CC1=CC(=C(C(=C1)C(C)(C)C)O)C(C)(C)C)C)=O)CC1=CC(=C(C(=C1)C(C)(C)C)O)C(C)(C)C